[Cl-].ClC=1C=C(C(=O)NCC2CC(C2)[NH3+])C=C(C1)F (1r,3r)-3-((3-chloro-5-fluorobenzamido)methyl)cyclobutan-1-aminium chloride